FC(C1=NN=C(O1)C=1C=CC(=NC1)CN1N=NC(=C1)C1=CC=C(C=O)C=C1)F 4-(1-((5-(5-(difluoromethyl)-1,3,4-oxadiazol-2-yl)pyridin-2-yl)methyl)-1H-1,2,3-triazol-4-yl)benzaldehyde